C(C1=CC=CC=C1)OC=1C=CC2=C(CN(S(O2)(=O)=O)CC=2C=C(C=CC2C)C(CC(=O)OCC)C2=C(C(=C(C=C2)NCC[C@H](CO)C)[N+](=O)[O-])C)C1 ethyl 3-(3-{[6-(benzyloxy)-2,2-dioxo-2H-1,2λ6,3-benzoxathiazin-3(4H)-yl]methyl}-4-methylphenyl)-3-(4-{[(3R)-4-hydroxy-3-methylbutyl]amino}-2-methyl-3-nitrophenyl)propanoate